C(C)(C)(C)OC(=O)N[C@H]1CN(C[C@@H]1NC(=O)OC(C)(C)C)C(CCC(=O)O)=O 4-((3s,4s)-3,4-bis((t-butoxycarbonyl)amino)pyrrolidin-1-yl)-4-oxobutanoic acid